(S)-5-(3,3-difluorocyclobutane-1-carbonyl)-N-((S)-3-oxo-1-((S)-2-oxopyrrolidin-3-yl)-4-(trifluoromethoxy)butan-2-yl)-5-azaspiro[2.4]heptane-6-carboxamide FC1(CC(C1)C(=O)N1CC2(CC2)C[C@H]1C(=O)N[C@@H](C[C@H]1C(NCC1)=O)C(COC(F)(F)F)=O)F